O=C1NC(CCC1NC1=CC(=C(C=C1)C1CCN(CC1)C(=O)OC(C)(C)C)F)=O tert-butyl 4-[4-[(2,6-dioxo-3-piperidyl)amino]-2-fluoro-phenyl]piperidine-1-carboxylate